N1C(C=CC=C1)(C)B(O)O Picoline-2-boronic acid